3-(3-methyl-4-nitrophenoxy)pyridine CC=1C=C(OC=2C=NC=CC2)C=CC1[N+](=O)[O-]